rac-(2r,3s,4s,5r)-3-(2-ethoxy-3,4-difluorophenyl)-4,5-dimethyl-5-(trifluoromethyl)tetrahydrofuran-2-carboxylic acid C(C)OC1=C(C=CC(=C1F)F)[C@H]1[C@@H](O[C@]([C@H]1C)(C(F)(F)F)C)C(=O)O |r|